(S)-3-(4-oxo-2-(trifluoromethyl)-5-(8-(((1R,2S,4R)-1,7,7-trimethylbicyclo[2.2.1]heptan-2-yl)amino)oct-1-yn-1-yl)quinazolin-3(4H)-yl)piperidine-2,6-dione O=C1N(C(=NC2=CC=CC(=C12)C#CCCCCCCN[C@@H]1[C@@]2(CC[C@H](C1)C2(C)C)C)C(F)(F)F)[C@@H]2C(NC(CC2)=O)=O